N-(2-(1H-indol-1-yl)ethyl)-5-(furan-2-yl)isoxazole-3-carboxamide N1(C=CC2=CC=CC=C12)CCNC(=O)C1=NOC(=C1)C=1OC=CC1